N-(5-chloro-2-(2-methoxyethoxy)phenyl)-4-phenylbutanamide ClC=1C=CC(=C(C1)NC(CCCC1=CC=CC=C1)=O)OCCOC